ClC=1C=C(C=CC1F)NC(=O)C=1C=2CCC(C2C(=CC1)F)(NC(=O)NC)C N-(3-chloro-4-fluorophenyl)-7-fluoro-1-methyl-1-(3-methylureido)-2,3-dihydro-1H-indene-4-carboxamide